Anthracenone C1C=CC2=CC3=CC=CC=C3C=C2C1=O